5-bromo-6-(dibenzylamino)-1-methylisochroman-4-one BrC1=C2C(COC(C2=CC=C1N(CC1=CC=CC=C1)CC1=CC=CC=C1)C)=O